C(C)(C)(C)OC(=O)N([C@@H]1CN(CC1)C=1C=CC(=C2N=C(SC21)OC)C(=O)O)C 7-[(3S)-3-[tert-butoxycarbonyl(methyl)amino]pyrrolidin-1-yl]-2-methoxy-1,3-benzothiazole-4-carboxylic acid